L-α-methyl-serine C[C@](N)(CO)C(=O)O